(R)-1-(3-((6-amino-5-(4-phenoxyphenyl)pyrimidin-4-yl)amino)piperidin-1-yl)prop-2-en-1-one NC1=C(C(=NC=N1)N[C@H]1CN(CCC1)C(C=C)=O)C1=CC=C(C=C1)OC1=CC=CC=C1